bis(4-tertiary butyl-phenyl)iodomethane C(C)(C)(C)C1=CC=C(C=C1)C(I)C1=CC=C(C=C1)C(C)(C)C